C(C)(C)(C)OC(NCCCCOC=1C=C2C(=CC=NC2=CC1)C(NCC(=O)N1C(CC(C1)(F)F)C#N)=O)=O tert-butyl(4-((4-((2-(2-cyano-4,4-difluoropyrrolidin-1-yl)-2-oxoethyl)carbamoyl)quinolin-6-yl)oxy)butyl)carbamate